1H-imidazo[1,2-B]pyrazole N1C=CN2N=CC=C21